[(1R)-1-(hydroxymethyl)-2-(4-methoxyanilino)-2-oxo-ethyl]Benzyl carbamate C(N)(OC(C1=CC=CC=C1)[C@H](C(=O)NC1=CC=C(C=C1)OC)CO)=O